O1C=CC=2C(=NC=CC21)C2=CC=C(C(=O)NC1CCN(CC1)C1=NC=C(C=N1)CO)C=C2 4-(furo[3,2-c]pyridin-4-yl)-N-{1-[5-(hydroxymethyl)pyrimidin-2-yl]piperidin-4-yl}benzamide